2-(2,3-dichloro-4-(2-methylenebutyryl)phenoxy)-N-(1H-indazol-5-yl)acetamide ClC1=C(OCC(=O)NC=2C=C3C=NNC3=CC2)C=CC(=C1Cl)C(C(CC)=C)=O